C(C(=C)C)(=O)OCCOC1=CC2=CC=CC=C2C=C1 2-Naphthoxyethyl methacrylate